2,6-dichloro-7-((2-(trimethylsilyl)ethoxy)methyl)-7H-purine ClC1=NC(=C2N(C=NC2=N1)COCC[Si](C)(C)C)Cl